C(OC1=C(C=CC=C1)C(=O)OC)(OC1=C(C=CC=C1)C(=O)OC)=O bis(2-(methoxycarbonyl)phenyl) carbonate